6-[4-Fluoro-2-(piperidin-4-yl)-1,3-benzothiazol-6-yl]-2-methyl-1,3-benzoxazol-Hydrochlorid Cl.FC1=CC(=CC2=C1N=C(S2)C2CCNCC2)C2=CC1=C(N=C(O1)C)C=C2